5-(2-fluoro-6-hydroxy-3-(((1R,5S,6S)-3-(piperidin-4-ylsulfonyl)-3-azabicyclo[3.1.0]hexan-6-yl)ethynyl)phenyl)-1,2,5-thiadiazolidin-3-one 1,1-dioxide FC1=C(C(=CC=C1C#CC1[C@@H]2CN(C[C@H]12)S(=O)(=O)C1CCNCC1)O)N1CC(NS1(=O)=O)=O